C(#N)[C@H]1N(CC(C1)(F)F)C(CNC(=O)C1=CC=NC2=CC(=CC=C12)C=1C=C(OCCCN2CCN(CC2)C(=O)OC(C)(C)C)C=CC1)=O (S)-tert-butyl 4-(3-(3-(4-(2-(2-cyano-4,4-difluoropyrrolidin-1-yl)-2-oxoethylcarbamoyl)quinolin-7-yl)phenoxy)propyl)piperazine-1-carboxylate